BrC=1C=C(OCC(=O)OCC)C=C(C1CC1=CC(=C(C=C1)O)C(C)C)Cl ethyl 2-(3-bromo-5-chloro-4-(4-hydroxy-3-isopropylbenzyl)phenoxy)acetate